BrC1=NC=2N(C(NC(C2N1)=O)=O)C 8-Bromo-3-methyl-2,6-dioxo-2,3-dihydro-1H-purin